bis(4-(isocyanatomethyl)benzyl)carbodiimide N(=C=O)CC1=CC=C(CN=C=NCC2=CC=C(C=C2)CN=C=O)C=C1